(R)-6-chloro-3-((1-(2-cyano-3-((2-methoxyethyl)amino)-7-methylquinoxalin-5-yl)ethyl)amino)picolinic acid ClC1=CC=C(C(=N1)C(=O)O)N[C@H](C)C1=C2N=C(C(=NC2=CC(=C1)C)C#N)NCCOC